ClC1=CC(=CC=2N(C(=NC21)C)C)C 4-chloro-1,2,6-trimethyl-1H-benzo[d]imidazol